[Dy+3].N1=C(C=CC=C1)C1=NC=CC=C1C1=NC=CC=C1.N1=C(C=CC=C1)C1=NC=CC=C1C1=NC=CC=C1 bis[terpyridine] dysprosium (III)